C[Si](C)(C)[Ge]([Si](C)(C)C)([Si](C)(C)C)[Si](C)(C)C tetrakis(trimethylsilyl)german